N-(8-((4-([1,2,4]triazolo[1,5-a]pyridin-7-yloxy)-2-methoxy-5-methylphenyl)amino)pyrimido[5,4-d]pyrimidin-2-yl)-3-(1-methylpyrrolidin-2-yl)acrylamide N=1C=NN2C1C=C(C=C2)OC2=CC(=C(C=C2C)NC2=NC=NC1=C2N=C(N=C1)NC(C=CC1N(CCC1)C)=O)OC